4-[6-(3,4-dichlorophenyl)Spiro[2.4]hept-5-en-5-yl]benzenesulfonamide ClC=1C=C(C=CC1Cl)C1=C(CC2(CC2)C1)C1=CC=C(C=C1)S(=O)(=O)N